Methyl (S)-2-(5-chloro-1H-indole-2-carboxamido)-3-(4-chlorophenyl)propanoate ClC=1C=C2C=C(NC2=CC1)C(=O)N[C@H](C(=O)OC)CC1=CC=C(C=C1)Cl